methyl (S)-2-(4-(tert-butoxy)-2-((tert-butyldimethylsilyl) oxy)-4-oxobutanamido)-5-methylthiophene-3-carboxylate C(C)(C)(C)OC(C[C@@H](C(=O)NC=1SC(=CC1C(=O)OC)C)O[Si](C)(C)C(C)(C)C)=O